(R)-N-[(3R)-1'-{5-[(2,3-dichloropyridin-4-yl)sulfanyl]pyrazin-2-yl}-7-fluoro-3H-spiro[1-benzofuran-2,4'-piperidin]-3-yl]-2-methylpropane-2-sulfinamide ClC1=NC=CC(=C1Cl)SC=1N=CC(=NC1)N1CCC2(CC1)OC1=C([C@H]2N[S@](=O)C(C)(C)C)C=CC=C1F